(S)-1-((2-(1-Amino-5,5,5-trifluoro-4,4-dimethylpentyl)imidazo[1,2-b]pyridazin-7-yl)methyl)-5,5-difluorotetrahydropyrimidin-2(1H)-one N[C@@H](CCC(C(F)(F)F)(C)C)C=1N=C2N(N=CC(=C2)CN2C(NCC(C2)(F)F)=O)C1